ClC=1C=C(OC=2C=C3C=C(NC3=CC2)C(=O)NS(=O)(=O)C2=CC3=C(CCO3)C=C2)C=CC1Cl 5-(3,4-dichlorophenoxy)-N-((2,3-dihydrobenzofuran-6-yl)sulfonyl)-1H-indole-2-carboxamide